Tert-butyl N-[2,4-difluoro-3-([[3-methyl-1-(oxan-2-yl)-4-(pyridin-4-yl)pyrazolo[3,4-b]pyridin-5-yl]oxy]methyl) phenyl]-N-(5-fluoro-2-methoxypyridin-3-ylsulfonyl)carbamate FC1=C(C=CC(=C1COC=1C(=C2C(=NC1)N(N=C2C)C2OCCCC2)C2=CC=NC=C2)F)N(C(OC(C)(C)C)=O)S(=O)(=O)C=2C(=NC=C(C2)F)OC